N-((7-(5-(difluoromethyl)-1,3,4-oxadiazol-2-yl)imidazo[1,2-a]pyridin-2-yl)methyl)-4-(oxetan-3-carbonyl)-N-phenylpiperazine-1-sulphonamide FC(C1=NN=C(O1)C1=CC=2N(C=C1)C=C(N2)CN(S(=O)(=O)N2CCN(CC2)C(=O)C2COC2)C2=CC=CC=C2)F